3-[2-[(5-bromo-2-iodo-phenyl)methoxy]-1,1-difluoro-ethyl]-4-[(6-bromo-2-pyridyl)oxymethyl]benzonitrile BrC=1C=CC(=C(C1)COCC(F)(F)C=1C=C(C#N)C=CC1COC1=NC(=CC=C1)Br)I